4-[2-methoxy-4-(trifluoromethyl)phenyl]-1-methyl-N-[(3R)-1-methylpiperidin-3-yl]-1H-pyrazolo[3,4-d]pyridazin-7-amine COC1=C(C=CC(=C1)C(F)(F)F)C1=C2C(=C(N=N1)N[C@H]1CN(CCC1)C)N(N=C2)C